dibutyl-octadecyl-ammonium C(CCC)[NH+](CCCCCCCCCCCCCCCCCC)CCCC